(5-((((2-(pyrrolidin-1-yl)ethyl)carbamoyl)oxy)methyl)-1,3-phenylene)bis(methylene) bis(4,4-bis(((Z)-oct-3-en-1-yl)oxy)butanoate) C(C\C=C/CCCC)OC(CCC(=O)OCC1=CC(=CC(=C1)COC(NCCN1CCCC1)=O)COC(CCC(OCC\C=C/CCCC)OCC\C=C/CCCC)=O)OCC\C=C/CCCC